FC1=CC=C(C=N1)C=1C(=C(C#N)C(=CC1)C1=NN(C=C1)C)N1CCC(CC1)C1=NN=CN1C 3-(6-Fluoropyridin-3-yl)-6-(1-methyl-1H-pyrazol-3-yl)-2-(4-(4-methyl-4H-1,2,4-triazol-3-yl)piperidin-1-yl)benzonitrile